ClC=1C(=CC(=NC1)NC(=O)C=1N=C(SC1)C)C=1C=C2N(C[C@@H](N(C2=O)CC2=C(C=CC(=C2)F)CO)COC)C1 (R)-N-(5-chloro-4-(2-(5-fluoro-2-(hydroxymethyl)benzyl)-3-(methoxymethyl)-1-oxo-1,2,3,4-tetrahydropyrrolo[1,2-a]pyrazin-7-yl)pyridine-2-yl)-2-methylthiazol-4-formamide